tert-butyl (6-(4-(3-(4-cyano-3-(trifluoromethyl)phenyl)-5,5-dimethyl-4-oxo-2-thioxoimidazolidin-1-yl)-2-fluorobenzamido)hexyl)carbamate C(#N)C1=C(C=C(C=C1)N1C(N(C(C1=O)(C)C)C1=CC(=C(C(=O)NCCCCCCNC(OC(C)(C)C)=O)C=C1)F)=S)C(F)(F)F